1-(2-trimethylsilylethoxymethyl)imidazole-4-carbaldehyde C[Si](CCOCN1C=NC(=C1)C=O)(C)C